NC1=NOC(C1)(C)C 3-amino-5,5-dimethyl-4,5-dihydro-isoxazole